ethyl 6-chloro-8-cyclopropyl-imidazo[1,2-b]pyridazine-2-carboxylate ClC=1C=C(C=2N(N1)C=C(N2)C(=O)OCC)C2CC2